2-(4-(((1-(3-cyano-4-(4-cyano-3-fluorophenyl)-5-(3-hydroxy-4-(2-hydroxy-2-methylpropoxy)phenyl)pyridin-2-yl)piperidin-4-yl)amino)methyl)phenoxy)-N-hydroxyacetamide formate C(=O)O.C(#N)C=1C(=NC=C(C1C1=CC(=C(C=C1)C#N)F)C1=CC(=C(C=C1)OCC(C)(C)O)O)N1CCC(CC1)NCC1=CC=C(OCC(=O)NO)C=C1